CC1=NC2=CC=CC(=C2C(N1C1C(NC(CC1)=O)=O)=O)NCC1=CC=C(C=C1)CN1CCCCC1 3-(2-methyl-4-oxo-5-((4-(piperidin-1-ylmethyl)benzyl)amino)quinazolin-3(4H)-yl)piperidine-2,6-dione